FC1=C(C=CC=C1)N1N=C(C2=CC=CC=C2C1=O)C=1C=C(C=CC1)C(C(=O)O)(C)C 2-(3-(3-(2-fluorophenyl)-4-oxo-3,4-dihydro-phthalazin-1-yl)phenyl)-2-methylpropanoic acid